4-amino-N-((5-chlorobenzo[d]oxazol-2-yl)methyl)-N'-(cyclopropanecarbonyl)-N',1-dimethyl-1H-pyrazolo[4,3-c]quinoline-8-carbohydrazide NC1=NC=2C=CC(=CC2C2=C1C=NN2C)C(=O)N(N(C)C(=O)C2CC2)CC=2OC1=C(N2)C=C(C=C1)Cl